1,1-diethoxy-3,4-dimethylpentane C(C)OC(CC(C(C)C)C)OCC